FC[C@](C)(O)C1=C2CCN([C@H](C2=CC=C1)C)C(=O)OC(C)(C)C tert-butyl (1S)-5-[(1R)-2-fluoro-1-hydroxy-1-methyl-ethyl]-1-methyl-3,4-dihydro-1H-isoquinoline-2-carboxylate